C(C)(C)(C)OC(=O)N1CCCC=2C=CC(=NC12)CCC(=O)O 3-(8-(tert-butoxycarbonyl)-5,6,7,8-tetrahydro-1,8-naphthyridin-2-yl)propionic acid